3-(azetidin-3-yl)-4-fluoro-2-methoxypyridine N1CC(C1)C=1C(=NC=CC1F)OC